(1R,3S)-3-(3-((5-(hydroxymethyl)-3-methylpyrazin-2-yl)amino)-1H-pyrazol-5-yl)cyclopentyl (1-methylcyclopropyl)carbamate CC1(CC1)NC(O[C@H]1C[C@H](CC1)C1=CC(=NN1)NC1=NC=C(N=C1C)CO)=O